5-morpholino-pyridin-2-amine O1CCN(CC1)C=1C=CC(=NC1)N